[Cl-].[Cl-].C1(=CC=CC=C1)[C@H](CC1=[NH+]C=CC=C1)NC(=O)[C@H]1[NH2+]CCC1 (2S)-2-{[(1S)-1-phenyl-2-(pyridin-1-ium-2-yl)ethyl]carbamoyl}pyrrolidin-1-ium dichloride